NC1CCC(CC1)(CC1=CC(=C(C=C1)Cl)F)COC1=CC(=C(C=C1F)S(=O)(=O)NC1=NC=NS1)F 4-((4-amino-1-(4-chloro-3-fluorobenzyl)cyclohexyl)methoxy)-2,5-difluoro-N-(1,2,4-thiadiazol-5-yl)benzenesulfonamide